C(#N)C(C)(C)C=1C=C(C(=O)NC2=CC(=C(C=C2)C)N2N=CC(=C2)C=2C=NC=CC2NC(CC2COCC2)=O)C=CC1 3-(2-cyanopropan-2-yl)-N-(4-methyl-3-(4-(4-(2-(tetrahydrofuran-3-yl)acetamido)pyridin-3-yl)-1H-pyrazol-1-yl)phenyl)benzamide